OCC1CCN(CC1)C1=C2C=CN(C2=CC=C1)C1C(NC(CC1)=O)=O 3-[4-[4-(hydroxymethyl)-1-piperidinyl]indol-1-yl]piperidine-2,6-dione